benzo(b)thiophene-7-carbaldehyde S1C2=C(C=C1)C=CC=C2C=O